OC1=C(C(=CC(=C1)C(F)(F)F)C)C1=CC=C(N=N1)C1(CC1)N1C(CCC1)=O 1-(1-{6-[2-Hydroxy-6-methyl-4-(trifluoromethyl)phenyl]pyridazin-3-yl}cyclopropyl)pyrrolidin-2-one